4-methyl-3-((S)-1-methylpyrrolidin-2-yl)-1-phenyl-1H-pyrazol CC=1C(=NN(C1)C1=CC=CC=C1)[C@H]1N(CCC1)C